4-[(4-chloro-6-(oxetan-3-oxy)pyrimidin-2-yl)amino]adamantan-1-ol ClC1=NC(=NC(=C1)OC1COC1)NC1C2CC3(CC(CC1C3)C2)O